4-(3-((5-hydroxy-2-methylpentyl)amino)-4-nitrobenzyl)piperazine OCCCC(CNC=1C=C(CN2CCNCC2)C=CC1[N+](=O)[O-])C